bis(4-(1-methyl-1-phenylethyl)phenyl)amine CC(C)(C1=CC=CC=C1)C1=CC=C(C=C1)NC1=CC=C(C=C1)C(C)(C)C1=CC=CC=C1